CC1(C2CN(CC12)C=1OC2=CC=C(C=C2C(C1)=O)C)C 2-(6,6-dimethyl-3-azabicyclo[3.1.0]hexan-3-yl)-6-methyl-4-oxo-4H-chromen